(2S,3R)-3-[(dimethylsulfamoyl)amino]-4,4-difluoro-2-[(2-fluoro-3'-methyl-[1,1'-biphenyl]-3-yl)methyl]pyrrolidine-1-carboxylic acid tert-butyl ester C(C)(C)(C)OC(=O)N1[C@H]([C@H](C(C1)(F)F)NS(N(C)C)(=O)=O)CC=1C(=C(C=CC1)C1=CC(=CC=C1)C)F